C(C)(C)(C)OC(=O)NCC1=CC(=C(C=C1)NC(=O)C1=CC2=C(OCCC3=C2SC=C3)C=C1C=1C(=NC(=CC1)C(NCCC)=O)C(=O)OC)OCCCCCCCC methyl 3-(9-((4-(((tert-butoxycarbonyl)amino)methyl)-2-(octyloxy)phenyl)carbamoyl)-4,5-dihydrobenzo[b]thieno[2,3-d]oxepin-8-yl)-6-(propylcarbamoyl)picolinate